FC=1C=C(C#N)C=CC1C=1C2=C(N=C(N1)N1C[C@@H](OCC1)C=1C=NN(C1)C)C(N(C(=N2)C(F)(F)F)C)=O (S)-3-fluoro-4-(7-methyl-2-(2-(1-methyl-1H-pyrazol-4-yl)morpholino)-8-oxo-6-(trifluoromethyl)-7,8-dihydropyrimido[5,4-d]pyrimidin-4-yl)benzonitrile